({[5-[(5,7-difluoroisoquinolin-8-yl) methoxy]-2-fluoro-4-methoxyphenyl] carbamoyl} amino) thiophene-2,3-dicarboxylate S1C(=C(C=C1)C(=O)[O-])C(=O)ONC(NC1=C(C=C(C(=C1)OCC=1C(=CC(=C2C=CN=CC12)F)F)OC)F)=O